COC=1C=C(OC2CCC(CC2)NC(OC(C)(C)C)=O)C=CC1C1=NOC=N1 tert-butyl ((1r,4r)-4-(3-methoxy-4-(1,2,4-oxadiazol-3-yl)phenoxy)cyclohexyl)carbamate